CN(C1CCN(CC1)C1=C(C=C(C=C1)C1=CC=2C=3N(C=NC2C=C1)N(C(C3C3CCOCC3)=O)C)C(F)(F)F)C 9-(4-(4-(dimethylamino)piperidin-1-yl)-3-(trifluoromethyl)phenyl)-3-methyl-1-(tetrahydro-2H-pyran-4-yl)pyrazolo[1,5-c]quinazolin-2(3H)-one